C1(CC1)COC1=CC(=NC2=CC(=CC=C12)C(=O)OC)C1=CC=C(C=C1)C(F)(F)F Methyl 4-(cyclopropylmethoxy)-2-(4-(trifluoromethyl)phenyl)quinoline-7-carboxylate